O.C(C1=CC=CC=C1)=C1C(NC(C(N1)=O)=C([2H])C=1N=CNC1C(C)(C)C)=O 3-benzylidene-6-[(5-tertiary butyl-1H-imidazole-4-yl)deuteromethylene]piperazine-2,5-dione monohydrate